C(C)(=O)OC[C@@]1(O[C@H]([C@@H]([C@@H]1OCC1=CC=CC=C1)OC(C)=O)N1C(NC(C=C1)=O)=O)COCC1=CC=CC=C1 [(2S,3S,4R,5R)-4-acetoxy-3-benzyloxy-2-(benzyloxymethyl)-5-(2,4-dioxopyrimidin-1-yl)-tetrahydrofuran-2-yl]methyl acetate